rac-(3R)-3-(1,2,3,4-tetrahydroisoquinolin-6-yl)piperidine-2,6-dione hydrochloride Cl.C1NCCC2=CC(=CC=C12)[C@@H]1C(NC(CC1)=O)=O |r|